N-[[4-(7-amino-3-cyclopentyl-pyrazolo[4,3-d]pyrimidin-1-yl)phenyl]methyl]-2-methoxy-benzamide NC=1C2=C(N=CN1)C(=NN2C2=CC=C(C=C2)CNC(C2=C(C=CC=C2)OC)=O)C2CCCC2